OC[C@@H]1C[C@@]2(CN1)C(NC1=CC=CC=C12)=O (3R,5'S)-5'-(Hydroxymethyl)-2-oxospiro[indoline-3,3'-pyrrolidine]